FC1=CN=CC2=C(C=CC=C12)CCNC(=O)C=1N=COC1C1=CC(=C(C=C1)OC)I N-(2-(4-fluoroisoquinolin-8-yl)ethyl)-5-(3-iodo-4-methoxyphenyl)oxazole-4-carboxamide